3-amino-1-benzyloxycarbonyl-piperidine-3-carboxylic acid NC1(CN(CCC1)C(=O)OCC1=CC=CC=C1)C(=O)O